(S)-1-(5-(azetidin-1-ylsulfonyl)-3-chloro-4-methoxypyridin-2-yl)pyrrolidin-3-ol N1(CCC1)S(=O)(=O)C=1C(=C(C(=NC1)N1C[C@H](CC1)O)Cl)OC